FC1=C(C=CC(=C1)OC=1SC=C(N1)C=1C=NC(=C(C1)F)C)NC1=NC=NC2=CC(=C(C=C12)NC1CCN(CC1)C(C=C)=O)OC 1-(4-((4-((2-fluoro-4-((4-(5-fluoro-6-methylpyridin-3-yl)thiazol-2-yl)oxy)phenyl)amino)-7-methoxyquinazolin-6-yl)amino)piperidin-1-yl)prop-2-en-1-one